nitrogen methyl-piperidine CN1CCCCC1.[N]